The molecule is 5,6-Dihydro-4H-thieno[2,3-b]thiopyran-2-sulfonamide 7,7-dioxide in which hydrogens at the 4 and 6 positions are substituted by ethylamino and methyl groups, respectively (4S, trans-configuration). A carbonic anhydrase inhibitor, it is used as the hydrochloride in ophthalmic solutions to lower increased intraocular pressure in the treatment of open-angle glaucoma and ocular hypertension. It has a role as an EC 4.2.1.1 (carbonic anhydrase) inhibitor, an antihypertensive agent and an antiglaucoma drug. It is a sulfonamide and a member of thiophenes. CCN[C@H]1C[C@@H](S(=O)(=O)C2=C1C=C(S2)S(=O)(=O)N)C